1-(Benzo[d]thiazol-2-yl)-2-bromoethan-1-one S1C(=NC2=C1C=CC=C2)C(CBr)=O